(2,2-difluorocyclopropyl)methanone cadmium [Cd].FC1(C(C1)C=O)F